8-chloro-N-(2-methyl-6-propyl-4-(trifluoromethoxy)phenyl)quinolin-2-amine ClC=1C=CC=C2C=CC(=NC12)NC1=C(C=C(C=C1CCC)OC(F)(F)F)C